2-(piperidin-1-yl)pyrimidin N1(CCCCC1)C1=NC=CC=N1